3-(4-(((1r,4r)-4-aminocyclohexyl)(3-morpholinopropyl)amino)-1-oxoisoindolin-2-yl)piperidine-2,6-dione NC1CCC(CC1)N(C1=C2CN(C(C2=CC=C1)=O)C1C(NC(CC1)=O)=O)CCCN1CCOCC1